6-[2-[3-azabicyclo[3.1.0]hex-6-yl]-8-methoxy-imidazo[1,2-a]pyridin-6-yl]-8-(difluoromethyl)-2-methyl-imidazo[1,2-b]pyridazine C12CNCC2C1C=1N=C2N(C=C(C=C2OC)C=2C=C(C=3N(N2)C=C(N3)C)C(F)F)C1